Cl.Cl.CC1=NC(=C(C2=C1CNC2)C)C 4,6,7-trimethyl-2,3-dihydro-1H-pyrrolo[3,4-c]pyridine, dihydrochloride